Tert-butyl (1R,5S)-3-(7-chloro-8-fluoro-2-((E)-2-(tetrahydro-1H-pyrrolizin-7a(5H)-yl) vinyl) pyrido[4,3-d]pyrimidin-4-yl)-3,8-diazabicyclo[3.2.1]octane-8-carboxylate ClC1=C(C=2N=C(N=C(C2C=N1)N1C[C@H]2CC[C@@H](C1)N2C(=O)OC(C)(C)C)\C=C\C21CCCN1CCC2)F